ClC=1C(=NC2=C(N=C3C4=C(C=5N(C3=C2)N=C(C5)C5=CC=CC=C5)C=CC=C4)N1)Cl 10,11-dichloro-2-phenylbenzo[c]pyrazino[2,3-g]pyrazolo[1,5-a][1,5]naphthyridine